2-(3-chlorophenyl)benzo[d]Thiazole ClC=1C=C(C=CC1)C=1SC2=C(N1)C=CC=C2